CC1=C(C=C(C=C1)C(=O)O)C(=O)O tolylenedicarboxylic acid